CN([C@@H](CC1CCCCC1)C(=O)NCC(=O)O)C(=O)OC(C)(C)C methyl-N-(tert-butoxycarbonyl)-3-cyclohexyl-L-alanylglycine